CN1C(NC2=CC=C(C=C2C1)N=S(=O)(C1=CC=CC=C1)C1=CC=CC=C1)=O N-(3-Methyl-2-Oxo-1,2,3,4-Tetrahydroquinazolin-6-Yl)-S,S-Diphenylsulfoximine